FC1=CC=C(C=C1)C=1N=CC=2N(C1C=1C=CC=3N(C1)C(=CN3)C)C=C(N2)C(=O)N 6-(4-fluorophenyl)-5-{3-methylimidazo[1,2-a]pyridin-6-yl}imidazo[1,2-a]pyrazine-2-carboxamide